acridamide C1(=CC=CC2=NC3=CC=CC=C3C=C12)C(=O)N